1,1-difluoro-3-isocyanatocyclobutane FC1(CC(C1)N=C=O)F